CC1=CC=C(C=C1)S(=O)(=O)C#N 4-methylbenzenesulfonyl cyanide